O1N=CC=2C1=NC=CC2 Isoxazolo[5,4-b]pyridine